3-methoxypropyl 3-[[6-cyano-5-(trifluoromethyl)-pyridin-3-yl]amino]-2-hydroxy-2-methyl-3-oxopropanoate C(#N)C1=C(C=C(C=N1)NC(C(C(=O)OCCCOC)(C)O)=O)C(F)(F)F